5-hydroxymethyl-salicylic acid OCC1=CC=C(C(C(=O)O)=C1)O